COC1(CC(C1)C(C(C)C)N1CC(C1)C1=CC(=C2C=NN(C2=C1)C)C1=C(C=C(C=C1)F)C(=O)N1[C@@H](COCC1)C)OC 6-{1-[1-(3,3-dimethoxycyclobutyl)-2-methylpropyl]azetidin-3-yl}-4-{4-fluoro-2-[(3R)-3-methylmorpholine-4-carbonyl]phenyl}-1-methyl-1H-indazole